Cl.NC1(CC1)C#N 1-aminocyclopropanenitrile hydrogen chloride